3-(6-oxo-1'-((5,6,7,8-tetrahydroquinolin-3-yl)methyl)-6,8-dihydro-2H,7H-spiro[furo[2,3-e]isoindole-3,4'-piperidin]-7-yl)piperidine-2,6-dione O=C1N(CC2=C3C(=CC=C12)C1(CCN(CC1)CC=1C=NC=2CCCCC2C1)CO3)C3C(NC(CC3)=O)=O